ClC1=CC=C(OCC2=NN=C(S2)NC(C2=CN=C(C=C2C2=C(C=CC(=C2)F)OC)C)=O)C=C1 N-(5-((4-chlorophenoxy)methyl)-1,3,4-thiadiazol-2-yl)-4-(5-fluoro-2-methoxyphenyl)-6-methylnicotinamide